N1C[C@@H](CCC1)CO (R)-3-piperidinemethanol